OCC1=CC=C(C=C1)SSC(CNC(OC(C)(C)C)=O)(C)C Tert-butyl (2-((4-(Hydroxymethyl)phenyl)disulfanyl)-2-methylpropyl)carbamate